6-(3-(5-(2,6-diazaspiro[3.3]heptan-2-yl)pyridin-2-yl)-4-isopropyl-1H-pyrazol-5-yl)-8-methoxy-[1,2,4]triazolo[1,5-a]pyridine C1N(CC12CNC2)C=2C=CC(=NC2)C2=NNC(=C2C(C)C)C=2C=C(C=1N(C2)N=CN1)OC